C(CCC)OC(=O)C1CCCCC1 cyclohexane-1-carboxylic acid butyl ester